1-(4-(aminomethyl)-1-oxo-1,2-dihydro-phthalazin-6-yl)-N-(1-(pyrimidin-2-yl)ethyl)-N-((5-(trifluoromethyl)pyridin-2-yl)methyl)cyclopropane-1-carboxamide NCC1=NNC(C2=CC=C(C=C12)C1(CC1)C(=O)N(CC1=NC=C(C=C1)C(F)(F)F)C(C)C1=NC=CC=N1)=O